O=C1N(C(C2=CC(=CC=C12)OC1=CC=C(C=C1)NC(C1=CC(=CC=C1)OC)=O)=O)CC1OCCC1 N-(4-((1,3-dioxo-2-((tetrahydrofuran-2-yl)methyl)isoindolin-5-yl)oxy)phenyl)-3-methoxybenzamide